10,20-diphenylporphyrin copper (II) [Cu+2].C1(=CC=CC=C1)C=1C=2C=CC(=CC3=CC=C(N3)C(=C3C=CC(C=C4C=CC1N4)=N3)C3=CC=CC=C3)N2